cerous trioxide [O-2].[O-2].[O-2].[Ce+3].[Ce+3]